3,4,5-trimethoxyphenylacetamide COC=1C=C(C=C(C1OC)OC)CC(=O)N